CN(C1CCN(CC1)C1=NC(=C(C=2N1C=CN2)C2=CC(=C(C=C2)C)CO)C2=CC=C(C#N)C=C2)C 4-{5-[4-(dimethylamino)piperidin-1-yl]-8-[3-(hydroxymethyl)-4-methylphenyl]imidazo[1,2-c]pyrimidin-7-yl}benzonitrile